ClC1=C(C(=CC=C1)N1CCN(CC1)C(C)C)NC(=O)N1CC(CC1)(C)OC1CCCCC1 N-(2-chloro-6-(4-isopropylpiperazin-1-yl)phenyl)-3-(cyclohexyloxy)-3-methylpyrrolidine-1-carboxamide